C(C1=CC=CC=C1)C=1N(C=2C(=C3CC[C@@H](NC3=CC2)C)N1)[C@@H]1C[C@H](NCC1)C (7S)-2-Benzyl-7-methyl-3-[(2R,4S)-2-methylpiperidin-4-yl]-3H,6H,7H,8H,9H-imidazo[4,5-f]chinolin